NC1=C(C=C(C=C1)N1CCC(CC1)N1CCC1)NC(OC(C)(C)C)=O tert-butyl (2-amino-5-(4-(azetidin-1-yl)piperidin-1-yl)phenyl)carbamate